n-amyl lactate C(C(O)C)(=O)OCCCCC